COC(C1=C(C=C(C=C1)\C=C\C(=O)OCC)F)=O (E)-4-(3-ethoxy-3-oxoprop-1-en-1-yl)-2-fluorobenzoic acid methyl ester